CS(=O)(=O)C1=CC=C(OCCN2CCC3(CC2)C(N(C2=CC=CC=C23)CCOC)=O)C=C1 1'-[2-(4-methanesulfonyl-phenoxy)ethyl]-1-(2-methoxyethyl)-1,2-dihydrospiro[indole-3,4'-piperidin]-2-one